NC(C(=O)O)CCCCNC(=O)OCC1=C(C=CC=C1)[N+](=O)[O-] 2-amino-6-{[(2-nitrobenzyloxy)carbonyl]amino}hexanoic acid